BrC1=C(C(=CC(=C1)C)C1=CC=CC=C1)OCOC 1-bromo-3-phenyl-2-(methoxymethoxy)-5-methylbenzene